COC1=C(CNS(=O)(=O)C=2C=C(C=3N(C2)C=NC3)N3CCN(CC3)C(C(C)C)=O)C=CC(=C1)OC N-(2,4-dimethoxybenzyl)-8-(4-isobutyrylpiperazin-1-yl)imidazo[1,5-a]pyridine-6-sulfonamide